COC1=CC(=C(C(=C1C(=O)O)C)C)OCOC 6-methoxy-4-(methoxymethoxy)-2,3-dimethylbenzoic acid